1,1,1,2,2-pentafluoro-2-(2-(2-fluoroethoxy)ethoxy)ethane FC(C(OCCOCCF)(F)F)(F)F